(6S,7S)-7-((difluoromethyl)sulfonamido)-N-((R)-1-fluoropropan-2-yl)-6-((2,3',5'-trifluoro-[1,1'-biphenyl]-3-yl)methyl)-5-azaspiro[2.4]heptane-5-carboxamide FC(S(=O)(=O)N[C@@H]1[C@@H](N(CC12CC2)C(=O)N[C@@H](CF)C)CC=2C(=C(C=CC2)C2=CC(=CC(=C2)F)F)F)F